N-(1-ethyl-2,3-dihydro-1H-indol-6-yl)-2-[(4-methyl-4H-1,2,4-triazol-3-yl)sulfanyl]-5-nitrobenzamide C(C)N1CCC2=CC=C(C=C12)NC(C1=C(C=CC(=C1)[N+](=O)[O-])SC1=NN=CN1C)=O